NC=1C(=C(CN(C(=O)N)C)C=CC1)NC(=S)NC(COC)(C)C1=CC(=C(C=C1)F)Cl 1-(3-amino-2-(3-(2-(3-chloro-4-fluorophenyl)-1-methoxypropan-2-yl)thioureido)benzyl)-methyl-urea